FC=1C=C(C=CC1C)N1N=C2C=CC=CC2=C1 2-(3-fluoro-4-methylphenyl)-2H-indazole